C(C)OC(C(=O)[O-])CCC1=CC=CC=C1 ethoxyphenethylacetate